CN1C2=CC=CC=C2C=2C=C(C=CC12)N1CNC=C1 1-(9-methyl-carbazol-3-yl)-2H-imidazole